CN(C(CCC)CCCCCCCC=CCC=CCCCCC)C N,N-dimethylhenicosa-12,15-dien-4-amine